CN1C(NC2=C(C1=O)SC(=C2)CN2CCN(CC2)C=2C=CC=1N(C2)C(=NC1)NC)=O 3-methyl-6-((4-(3-(methylamino)imidazo[1,5-a]pyridin-6-yl)piperazin-1-yl)methyl)thieno[3,2-d]pyrimidine-2,4(1H,3H)-dione